C1(CC1)C=1N=CC=2N(C1C(C#C)O)C=NC2 (6-cyclopropylimidazo[1,5-a]pyrazin-5-yl)prop-2-yn-1-ol